N-(4-(2-fluorophenyl)-2-((1r,4r)-4-methoxycyclohexyl)pyridin-3-yl)-2-isopropylpyrimidine-5-carboxamide FC1=C(C=CC=C1)C1=C(C(=NC=C1)C1CCC(CC1)OC)NC(=O)C=1C=NC(=NC1)C(C)C